S(=O)(=O)(ON1[C@@H]2CC[C@H](N(C1=O)C2)C(NC(CCCONC(=N)N)=O)=N)O (2S,5R)-2-(N-(4-(guanidinooxy) butanoyl) carbamimidoyl)-7-oxo-1,6-diazabicyclo[3.2.1]octan-6-yl hydrogen sulfate